4-((7-Bromoquinazolin-4-yl)oxy)aniline BrC1=CC=C2C(=NC=NC2=C1)OC1=CC=C(N)C=C1